2-(1H-tetrazol-1-yl)aniline N1(N=NN=C1)C1=C(N)C=CC=C1